BrC=1C=NN(C1)CC(F)F 4-bromo-1-(2,2-difluoroethyl)pyrazole